N-[(1S)-1-[[(1S)-1-(4-imino-2-oxo-3-propyl-oxazolidin-5-yl)-2-[(3S)-2-oxopyrrolidin-3-yl]ethyl]carbamoyl]-3-methyl-butyl]-4-methoxy-1H-indole-2-carboxamide N=C1N(C(OC1[C@H](C[C@H]1C(NCC1)=O)NC(=O)[C@H](CC(C)C)NC(=O)C=1NC2=CC=CC(=C2C1)OC)=O)CCC